C1C=CC=2C3=CC=CC3=C3C=CC=C3C12 trindene